5-bromo-4-(3,4-dichlorophenyl)-1-(2,4-difluorophenyl)-6-methyl-2-oxo-pyridine-3-carboxylic acid methyl ester COC(=O)C=1C(N(C(=C(C1C1=CC(=C(C=C1)Cl)Cl)Br)C)C1=C(C=C(C=C1)F)F)=O